BrC1=C(C=C2N=C(C=3N(C2=C1)C=NC3)NCC3=C(C=C(C=C3)OC)OC)F 8-bromo-N-(2,4-dimethoxybenzyl)-7-fluoroimidazo[1,5-a]quinoxalin-4-amine